ClC=1C=NC(=NC1)NC1CCN(CC1)S(=O)(=O)C1=CC(=C(C#N)C=C1)N1CCC(CC1)CN1CCN(CC1)C=1C=C2C(N(C(C2=CC1F)=O)C1C(NC(CC1)=O)=O)=O 4-((4-((5-chloropyrimidin-2-yl)amino)piperidin-1-yl)sulfonyl)-2-(4-((4-(2-(2,6-dioxopiperidin-3-yl)-6-fluoro-1,3-dioxoisoindolin-5-yl)piperazin-1-yl)methyl)piperidin-1-yl)benzonitrile